(1S,3S)-3-((5-(5-((((Cyclobutylmethyl)(methyl)carbamoyl)oxy)methyl)-1-methyl-1H-pyrazol-4-yl)-3-methylpyrazin-2-yl)oxy)cyclohexan C1(CCC1)CN(C(=O)OCC1=C(C=NN1C)C=1N=C(C(=NC1)OC1CCCCC1)C)C